C(C1=CC=CC=C1)NCCC[Si](OCC)(OCC)OCC N-benzyl-γ-aminopropyltriethoxysilane